OCC(CO)(CO)NC(C=C)=O N-[2-hydroxy-1,1-bis(hydroxymethyl)ethyl]propenamid